FC1=CC=C(C=C1)N1N=C(C=2C1=NC=CC2)C2=CC(N(C=C2)CC2=NC(=NC=C2)NC)=O 4-(1-(4-fluorophenyl)-1H-pyrazolo[3,4-b]pyridin-3-yl)-1-((2-(methylamino)pyrimidin-4-yl)methyl)pyridin-2(1H)-one